9,10-bis(n-butoxycarbonylpropyleneoxy)anthracene C(CCC)OC(=O)CC(C)OC=1C2=CC=CC=C2C(=C2C=CC=CC12)OC(CC(=O)OCCCC)C